O.S(=O)(=O)([O-])[O-].[Mg+2] magnesium sulphate mono-hydrate